COC1=NC(=NC(=C1)OC)NC(=O)NS(=O)(=O)N(S(=O)(=O)C)C N-[[[[(4,6-dimethoxy-2-pyrimidinyl)amino]carbonyl]amino]sulfonyl]-N-methyl-methanesulfonamide